3-(3-chloro-4-fluorophenyl)-1-(4-methoxyphenyl)-1-((4-methyl-5-phenyl-4H-1,2,4-triazol-3-yl)methyl)urea ClC=1C=C(C=CC1F)NC(N(CC1=NN=C(N1C)C1=CC=CC=C1)C1=CC=C(C=C1)OC)=O